C1(=CC=CC=C1)N1CCC2=C1N=C(N=C2OCC2=NC=CC=C2)N2CCOCC2 4-(7-phenyl-4-(pyridin-2-ylmethoxy)-6,7-dihydro-5H-pyrrolo[2,3-d]pyrimidin-2-yl)morpholine